NC/C(/CN1C=CC2=CC(=CC=C12)C(=O)N1CCC(CC1)(C)OC)=C\F (E)-(1-(2-(aminomethyl)-3-fluoroallyl)-1H-indol-5-yl)(4-methoxy-4-methylpiperidin-1-yl)methanone